7-(5-(1-(cyclopentylmethyl)-3,5-dimethyl-1H-pyrazol-4-yl)pyridin-3-yl)-1H-imidazo[4,5-b]pyridine C1(CCCC1)CN1N=C(C(=C1C)C=1C=C(C=NC1)C1=C2C(=NC=C1)N=CN2)C